OC[C@H]1N(C[C@H](C1)C)C(=O)OC(C)(C)C tert-butyl (2S,4S)-2-(hydroxymethyl)-4-methyl-pyrrolidine-1-carboxylate